[Na].CN(C)C trimethylamine sodium